FC(C1=NC(=CC(=C1)C1=C(C=C(C#N)C=C1)C1=NN=CN1C)N1C(C2=C3C(C(=CC=C13)F)=CC(=C2)CNCCOC)=O)F 4-[2-(difluoromethyl)-6-[6-fluoro-4-[(2-methoxyethylamino)methyl]-2-oxo-benzo[cd]indol-1(2H)-yl]pyridin-4-yl]-3-(4-methyl-4H-1,2,4-triazol-3-yl)benzonitrile